N[C@H](C(=O)NC1=CC(=C(C(=C1)Cl)CO)Cl)C (2S)-2-amino-N-[3,5-dichloro-4-(hydroxymethyl)phenyl]propanamide